CC(C)(C1=CC=C(C=C1)N)C2=CC=C(C=C2)N 4,4'-diaminodiphenylpropane